O1CCC(CC1)[C@H](C)O (S)-1-(tetrahydro-2H-pyran-4-yl)ethan-1-ol